FC=1C=C(C=CC1O)C1=CC(=C2C=NNC2=C1)OCC1(CNC1)C#N 3-(((6-(3-fluoro-4-hydroxyphenyl)-1H-indazol-4-yl)oxy)methyl)azetidine-3-carbonitrile